ClC=1N=NC=CC1Cl 3,4-dichloropyridazine